COP(OC)(=O)CC1=CC=C(C=C1)C=C Dimethyl[(4-ethenylphenyl)methyl]phosphonate